FC(CC=1C2=C(SC1I)C(=CC=C2)NC2C(CN(CC2)C)F)(F)F (Z)-N-(3-(2,2,2-trifluoroethyl)-2-iodobenzo[b]thiophen-7-yl)-3-fluoro-1-methylpiperidin-4-amine